6-(2-amino-6-fluoro-5-(4-(pyrrolidin-3-yl)phenyl)pyridin-3-yl)-3,4-dihydroisoquinolin-1(2H)-one NC1=NC(=C(C=C1C=1C=C2CCNC(C2=CC1)=O)C1=CC=C(C=C1)C1CNCC1)F